6-((3,5-difluoropyridin-2-yl)-amino)-N-ethoxy-4-((5-fluoro-3-(5-fluoropyrimidin-2-yl)-2-methoxyphenyl)amino)nicotinamide FC=1C(=NC=C(C1)F)NC1=NC=C(C(=O)NOCC)C(=C1)NC1=C(C(=CC(=C1)F)C1=NC=C(C=N1)F)OC